O[C@@]1(CC=2[C@@]([C@H]3CC[C@]4([C@H]([C@@H]3CC2)CC[C@@H]4C(C)=O)C)(CCC1)C)C 1-((1S,3aS,3bS,7S,10aR,10bS,12aS)-7-hydroxy-7,10a,12a-trimethyl-1,2,3,3a,3b,4,6,7,8,9,10,10a,10b,11,12,12a-hexadecahydrocyclohepta[a]cyclopenta[f]naphthalen-1-yl)ethan-1-one